2-chloro-2-(3-fluoro-5-iodophenyl)-N,N-dimethylethan-1-amine ClC(CN(C)C)C1=CC(=CC(=C1)I)F